C(C=C)C(CCCCCCCCCCC(CCCC)N=C=O)CC=C diallyl-5-hexadecyl isocyanate